C(C)(CC)C1=CC(C2=CC=3CCCC3C=C12)[Zr] (3-(sec-butyl)-1,5,6,7-tetrahydro-s-indacenyl)zirconium